6-(2-(2,6-dioxopiperidin-3-yl)-3-methyl-1-oxoisoindolin-5-yl)-4-methyl-2-(methylamino)nicotinonitrile O=C1NC(CCC1N1C(C2=CC=C(C=C2C1C)C1=NC(=C(C#N)C(=C1)C)NC)=O)=O